C(C)(C)(C)OC(=O)N1C[C@@H](OCC1)CO (R)-4-tert-Butoxycarbonyl-2-hydroxymethylmorpholine